3-([1,1':3',1''-Terphenyl]-2'-yl-2,2'',3,3'',4,4'',5,5'',6,6''-d10)-1-(3-(3-((4-(tert-butyl)pyridin-2-yl)(phenyl)amino)phenoxy)phenyl)-1H-benzo[d]imidazol-3-ium chloride [Cl-].C1(=C(C(=C(C(=C1[2H])[2H])[2H])[2H])[2H])C1=C(C(=CC=C1)C1=C(C(=C(C(=C1[2H])[2H])[2H])[2H])[2H])[N+]1=CN(C2=C1C=CC=C2)C2=CC(=CC=C2)OC2=CC(=CC=C2)N(C2=CC=CC=C2)C2=NC=CC(=C2)C(C)(C)C